C(C)(C)(C)OC[C@@H](C(=O)NCCCCCNC(OC(C)(C)C)=O)N1C(C=CC1=O)=O tert-butyl (S)-(5-(3-(tert-butoxy)-2-(2,5-dioxo-2,5-dihydro-1H-pyrrol-1-yl)propanamido)pentyl)carbamate